N-(3-Propyl-quinuclidin-3-yl)acetamide tert-butyl-(R)-10-((4-chloro-2-oxopyridin-1(2H)-yl)methyl)-7-azaspiro[4.5]decane-7-carboxylate C(C)(C)(C)OC(=O)N1CC2(CCCC2)[C@@H](CC1)CN1C(C=C(C=C1)Cl)=O.C(CC)C1(CN2CCC1CC2)NC(C)=O